2,2',2''-(11-((6-chloropyridin-2-yl)methyl)-1,4,8,11-tetraazacyclotetradecane-1,4,8-triyl)triacetic acid ClC1=CC=CC(=N1)CN1CCN(CCCN(CCN(CCC1)CC(=O)O)CC(=O)O)CC(=O)O